5-methyl-6-(pyrazolo[1,5-a]pyridin-5-yl)-2,3-dihydrobenzofuran-7-amine CC=1C(=C(C2=C(CCO2)C1)N)C1=CC=2N(C=C1)N=CC2